(R)-N-(4-fluoro-3-methylphenyl)-1,2,4-trimethyl-5-(2-((1-(methylsulfonyl)pyrrolidin-3-yl)amino)-2-oxoacetyl)-1H-pyrrole-3-carboxamide FC1=C(C=C(C=C1)NC(=O)C1=C(N(C(=C1C)C(C(=O)N[C@H]1CN(CC1)S(=O)(=O)C)=O)C)C)C